NC=1SC2=C(N1)C1=CC(=CC=C1C(=C2)C2=CC=C(C=C2)C(F)(F)F)C(=O)NC(C)C 2-amino-N-isopropyl-5-(4-(trifluoromethyl)phenyl)naphtho[1,2-d]thiazole-8-carboxamide